C[C@H]1CN(C[C@@H](N1)C)C(=O)OCCCC butyl (3S,5S)-3,5-dimethylpiperazine-1-carboxylate